C(C)(C)(C)C1=C(C(=CC(=C1)OCC(F)(F)F)C(C)(C)C)OCC(F)(F)F 1,3-di-tert-butyl-2,5-bis(2,2,2-trifluoroethoxy)benzol